C1(CC1)C1=C(C=NC=C1)SC1=CC=C(C(=O)OC)C=C1 methyl 4-[(4-cyclopropyl-3-pyridyl)sulfanyl]benzoate